[C-]#N.C(CCCCCCCCC)[NH+]1C(CCC1)CCC 1-Decyl-2-propylpyrrolidinium cyanid